ClC=1C(=NC=NC1OC1=CC(=C(C=C1)F)F)NC(C1=CC=C(C=C1)CCl)=O N-(5-chloro-6-(3,4-difluorophenoxy)pyrimidin-4-yl)-4-(chloromethyl)benzamide